C(CC)OC1=C(C=C(C(=C1)C=O)OCCC)C=O 2,5-dipropoxybenzene-1,4-dicarboxaldehyde